FC1=CC=C(CN2C(=NC=3N(C(N(C(C23)=O)CCCO)=O)C)C2=C(C=CC=C2)C(F)(F)F)C=C1 7-(4-fluorobenzyl)-1-(3-hydroxypropyl)-3-methyl-8-(2-(trifluoromethyl)phenyl)-1H-purine-2,6(3H,7H)-dione